[N+](=O)([O-])C1=C(CBr)C=CC(=C1)S(=O)(=O)C 2-nitro-4-methylsulfonyl-benzyl bromide